C1(CCC1)S(=O)CC1=NC=CC(=C1)N 2-((cyclobutylsulfinyl)methyl)pyridin-4-amine